3-bromo-1'-((2-(trimethylsilyl)ethoxy)methyl)-5,7-dihydrospiro[cyclopenta[B]pyridine-6,3'-pyrrolo[2,3-B]pyridine]-2'(1'h)-one BrC=1C=C2C(=NC1)CC1(C(N(C3=NC=CC=C31)COCC[Si](C)(C)C)=O)C2